2-(4-fluoropiperidin-1-yl)-6,7,8,9-tetrahydro-5H-pyrazino[2,3-d]azepine FC1CCN(CC1)C=1C=NC2=C(CCNCC2)N1